4-methyl-2-(4-methylphenyl)pyridine CC1=CC(=NC=C1)C1=CC=C(C=C1)C